(3-chloro-2-pyridyl)-3-pyrazolidinone ClC=1C(=NC=CC1)N1NC(CC1)=O